CN1[C@H]2[C@@](CCC1)(CCC2)COC=2N=C(C1=C(N2)C(=C(N=C1)C1=CC(=CC2=CC=CC(=C12)F)O)F)N1CCOC[C@](C1)(O)C (6S)-4-(2-{[(4aS,7aR)-1-methyl-octahydro-1H-cyclopenta[b]pyridin-4a-yl]methoxy}-8-fluoro-7-(8-fluoro-3-hydroxynaphthalen-1-yl)pyrido[4,3-d]pyrimidin-4-yl)-6-methyl-1,4-oxazepan-6-ol